O[C@@H]1[C@H](O[C@H]([C@@H]1O)N1C=CC2=C1N=CN=C2NO)COP(=O)(OC2=CC=CC=C2)N[C@@H](C)C(=O)OC(C)C isopropyl ((((2R,3S,4R,5R)-3,4-dihydroxy-5-(4-(hydroxyamino)-7H-pyrrolo[2,3-d]pyrimidin-7-yl)tetrahydrofuran-2-yl)methoxy)(phenoxy)phosphoryl)-L-alaninate